N[C@H](C(=O)NCCCNC(C1=C(C=C(C=C1)NC=1C=2N(C=CN1)C(=CN2)C=2C(=NN(C2)CC#N)C(F)(F)F)CC)=O)C (S)-N-(3-(2-aminopropanamido)propyl)-4-((3-(1-(cyanomethyl)-3-(trifluoromethyl)-1H-pyrazol-4-yl)imidazo[1,2-a]pyrazin-8-yl)amino)-2-ethylbenzamide